CN(C)CC1(CC1)NC(=O)[C@]1(C(C1)(F)F)C1=CC=CC=C1 (R)-N-(1-((dimethylamino)methyl)cyclopropyl)-2,2-difluoro-1-phenylcyclopropane-1-carboxamide